FC1=CC2=C(N=C(S2)NC(=O)C2C(C3C=CC2C3)C(=O)O)C=C1 3-[(6-fluoro-1,3-benzothiazol-2-yl)carbamoyl]bicyclo[2.2.1]hept-5-ene-2-carboxylic acid